O=C(CC(SCCNC(CCNC(=O)[C@@H]1OC(OCC1(C)C)(C)C)=O)=O)\C=C\C (R)-S-(2-(3-(2,2,5,5-tetramethyl-1,3-dioxane-4-carboxamido)propanamido)ethyl) (E)-3-oxohex-4-enethioate